ClC1=C(C=CC(=C1)N1C[C@H](NCC1)C)N1C=NC(=C1)C1=NC(=NC=C1C(F)(F)F)NC1CCN(CC1)S(=O)(=O)C (R)-4-(1-(2-chloro-4-(3-methylpiperazin-1-yl)phenyl)-1H-imidazol-4-yl)-N-(1-(methylsulfonyl)piperidin-4-yl)-5-(trifluoromethyl)pyrimidin-2-amine